4-(N-(1-benzyl-4-(hydroxymethyl)-2-oxopyrrolidin-3-yl)sulfamoyl)-3-fluoro-N-(4-fluoro-3-methylphenyl)-1-methyl-1H-pyrrole-2-carboxamide C(C1=CC=CC=C1)N1C(C(C(C1)CO)NS(=O)(=O)C=1C(=C(N(C1)C)C(=O)NC1=CC(=C(C=C1)F)C)F)=O